Cl.CC=1C=C(C2=C(C(=CO2)C2CCNCC2)C1)C 4-(5,7-dimethylbenzofuran-3-yl)piperidine-hydrochloride